4-[5-chloro-2-(1,3-oxazol-5-yl)phenyl]-5-methoxypyridin-2(1H)-one ClC=1C=CC(=C(C1)C1=CC(NC=C1OC)=O)C1=CN=CO1